4-((4-((3-(N-(tert-butyl)sulfamoyl)phenyl)amino)-5-methylpyrimidin-2-yl)amino)-N-(4-(3-morpholinopropoxy)phenyl)benzamide C(C)(C)(C)NS(=O)(=O)C=1C=C(C=CC1)NC1=NC(=NC=C1C)NC1=CC=C(C(=O)NC2=CC=C(C=C2)OCCCN2CCOCC2)C=C1